C(C)N.C(C)N.C(C1=CC=C(C(=O)O)C=C1)(=O)O terephthalic acid bis(n-ethylamine) salt